C(\C=C\C(=O)O)(=O)O.N1=C2C(=CC=C1)CC=C1C(=C2)C=CC=C1 5H-benzo[5,6]cyclohepta[1,2-b]pyridine fumarate